1-methyl-7-methylsulfonyl-3-[1-(2,2,2-trifluoroacetyl)-8-(trifluoromethyl)-3,4-dihydro-2H-quinolin-4-yl]-4H-pyrimido[4,5-d]pyrimidin-2-one CN1C(N(CC=2C1=NC(=NC2)S(=O)(=O)C)C2CCN(C1=C(C=CC=C21)C(F)(F)F)C(C(F)(F)F)=O)=O